BrC=1NC2=CC=CC=C2C1C[C@@H](C)N (R)-1-(2-bromo-1H-indol-3-yl)propan-2-amine